FC1=CC=2[C@@H]3C[C@H](CN3C=3C=CN4N=CC(C(NCCCOC2C=C1)=O)=C4N3)O (4R,6S)-9-fluoro-4-hydroxy-13-oxa-2,17,21,22,25-pentaazapentacyclo[17.5.2.02,6.07,12.022,26]hexacosa-1(25),7(12),8,10,19(26),20,23-heptaen-18-one